ethyl 2-(2-((5-(3-(((tert-butoxycarbonyl)amino)methyl)phenyl)-7-phenoxybenzofuran-3-yl)methoxy)phenyl)acetate C(C)(C)(C)OC(=O)NCC=1C=C(C=CC1)C=1C=C(C2=C(C(=CO2)COC2=C(C=CC=C2)CC(=O)OCC)C1)OC1=CC=CC=C1